[K].[Na] SODIUM-POTASSIUM